1-(((R)-1-((2S,4R)-4-amino-2-phenylpiperidin-1-carbonyl)-3,3-dimethylpiperidin-4-yl)methyl)-4-phenylpyridin-2(1H)-one N[C@H]1C[C@H](N(CC1)C(=O)N1CC([C@@H](CC1)CN1C(C=C(C=C1)C1=CC=CC=C1)=O)(C)C)C1=CC=CC=C1